4-((2R,3S,5S)-3-(3,4-difluoro-2-methoxyphenyl)-5-methyl-5-(trifluoromethyl)tetrahydrofuran-2-carboxamido)picolinamide FC=1C(=C(C=CC1F)[C@H]1[C@@H](O[C@@](C1)(C(F)(F)F)C)C(=O)NC1=CC(=NC=C1)C(=O)N)OC